2-ethylcarboxyamide CC[N-]C(=O)O